1-({4-[(5-fluoro-2-oxopyridin-1-yl)methyl]phenyl}methyl)-N-[(3-fluoro-4-methoxypyridin-2-yl)methyl]-3-(methoxymethyl)pyrazole-4-carboxamide FC=1C=CC(N(C1)CC1=CC=C(C=C1)CN1N=C(C(=C1)C(=O)NCC1=NC=CC(=C1F)OC)COC)=O